7-(3-(4-methylpiperazin-1-yl)benzamido)benzo[d][1,3]dioxane CN1CCN(CC1)C=1C=C(C(=O)NC=2C=CC3=C(OCOC3)C2)C=CC1